OCC1=C2C(=NC(=C1)C(=O)NC1=CC(=CC=C1)C1(CC(C1)C)C1=NN=CN1C)C(CC2)C 4-(hydroxymethyl)-7-methyl-N-(3-((1s,3s)-3-methyl-1-(4-methyl-4H-1,2,4-triazol-3-yl)cyclobutyl)phenyl)-6,7-dihydro-5H-cyclopenta[b]pyridine-2-carboxamide